tert-butyl 4-[(2R)-2-methoxy-2-phenyl-acetyl]piperazine-1-carboxylate CO[C@@H](C(=O)N1CCN(CC1)C(=O)OC(C)(C)C)C1=CC=CC=C1